7-Chloro-1-methyl-4-(1-(quinazolin-2-yl)piperidin-4-yl)-1,4-dihydropyrido[2,3-b]pyrazine-2,3-Dion ClC1=CC2=C(N(C(C(N2C)=O)=O)C2CCN(CC2)C2=NC3=CC=CC=C3C=N2)N=C1